N-({2,5-dioxo-4-[5-(trifluoromethyl)-1,3-thiazol-4-yl]imidazolidin-4-yl}methyl)-2-(4-fluorophenyl)-2H-1,2,3-triazole-4-carboxamide O=C1NC(C(N1)(C=1N=CSC1C(F)(F)F)CNC(=O)C1=NN(N=C1)C1=CC=C(C=C1)F)=O